C(C)(C)C=1C(=NNC1C=1C=C(C=2N(C1)N=CN2)OC)C2=CC=C(C=C2)[C@H](C)N(C(=O)[C@H]2N(CC2)C(=O)OC(C)(C)C)C tert-butyl (S)-2-(((S)-1-(4-(4-isopropyl-5-(8-methoxy-[1,2,4]triazolo[1,5-a]pyridin-6-yl)-1H-pyrazol-3-yl)phenyl)ethyl) (methyl)carbamoyl)azetidine-1-carboxylate